OC=1C=C(/C=C/C2=CC(=C3O[C@@]4(CC[C@H](C([C@H]4CC3=C2)(C)C)O)C)OC)C=C(C1CC=C(C)C)OCCOCC#C (2R,4aR,9aR)-7-((E)-3-hydroxy-4-(3-methylbut-2-en-1-yl)-5-(2-(prop-2-yn-1-yloxy)ethoxy)styryl)-5-methoxy-1,1,4a-trimethyl-2,3,4,4a,9,9a-hexahydro-1H-xanthen-2-ol